(S)-4-chloro-2-methyl-N-(tetrahydrofuran-3-yl)pyrido[3,4-d]pyrimidin-6-amine ClC=1C2=C(N=C(N1)C)C=NC(=C2)N[C@@H]2COCC2